hex-5-ylamide CCCCC(C)[NH-]